C(C)(C)(C)OC(=O)N1CC2(C1)CC(=CC2)B2OC(C(O2)(C)C)(C)C.O=C2C=1C=C(C=CC1C1=C2N=C(N=C1)C(F)(F)F)S(=O)(=O)NC(C)=O N-((9-oxo-2-(trifluoromethyl)-9H-indeno[2,1-d]pyrimidin-7-yl)sulfonyl)acetamide tert-butyl-6-(4,4,5,5-tetramethyl-1,3,2-dioxaborolan-2-yl)-2-azaspiro[3.4]oct-6-ene-2-carboxylate